FC=1C=NC=CC1C1=CC=2C(NCC3(C2N1)CNCC3)=O 2'-(3-fluoropyridin-4-yl)-5',6'-dihydro-1'H-spiro[pyrrolidine-3,7'-pyrrolo[3,2-c]pyridin]-4'-one